4-hydroxy-4-[2-(1,2,3,6-tetrahydropyridin-4-yl)ethynyl]piperidine-1-carboxylic acid benzyl ester TFA salt OC(=O)C(F)(F)F.C(C1=CC=CC=C1)OC(=O)N1CCC(CC1)(C#CC=1CCNCC1)O